(R)-4-(5,6-difluoro-4-((S)-1-fluoroethyl)pyridin-3-yl)-2-methyl-5-oxo-1,4,5,7-tetrahydrofurano[3,4-b]pyridine-3-carboxylic acid methyl ester COC(=O)C=1[C@H](C2=C(NC1C)COC2=O)C=2C=NC(=C(C2[C@H](C)F)F)F